CN1N=CC(=C1NC(O[C@H](C)C1=CC(=CC=C1)F)=O)C1=NC=C(C=N1)NS(=O)(=O)C (R)-1-(3-fluorophenyl)ethyl (1-methyl-4-(5-(methylsulfonamido)pyrimidin-2-yl)-1H-pyrazol-5-yl)carbamate